ClC1=CC=C(C(=N1)C=1N=NNN1)N[C@H](C)C=1C=C(C=C2C(C(=C(OC12)C1=CC=CC=C1)C)=O)C 8-[(1R)-1-[[6-Chloro-2-(2H-tetrazol-5-yl)-3-pyridyl]amino]ethyl]-3,6-dimethyl-2-phenyl-chromen-4-one